3-(carboxymethyl)phenylboronic acid C(=O)(O)CC=1C=C(C=CC1)B(O)O